4-[4-amino-5-(7-methoxy-1H-indol-2-yl)imidazo[5,1-f][1,2,4]triazin-7-yl]cyclohexane-1-carboxylic acid NC1=NC=NN2C1=C(N=C2C2CCC(CC2)C(=O)O)C=2NC1=C(C=CC=C1C2)OC